BrC1=CC(=C(C=C1C)CC=1N(C2=C(N1)C(=CC(=C2)C(=O)OCC)F)C[C@H]2OCC2)F Ethyl 2-[(4-bromo-2-fluoro-5-methylphenyl)methyl]-7-fluoro-3-[[(2S)-oxetan-2-yl]methyl]benzimidazole-5-carboxylate